6-Chloro-7-methyl-[1,2,4]triazolo[4,3-b]pyridazine ClC=1C(=CC=2N(N1)C=NN2)C